COC(=O)C1=NC(=NC(=C1)NC1=NNC(=C1)C)N(C1C[C@H]2CCC[C@@H](C1)N2C(=O)OC(C)(C)C)C tert-butyl (1R,3s,5S)-3-((4-(methoxycarbonyl)-6-((5-methyl-1H-pyrazol-3-yl)amino)pyrimidin-2-yl)(methyl)amino)-9-azabicyclo[3.3.1]nonane-9-carboxylate